The molecule is the L-enantiomer of methioninium. It has a role as an Escherichia coli metabolite and a Saccharomyces cerevisiae metabolite. It is a conjugate acid of a L-methionine. It is an enantiomer of a D-methioninium. CSCC[C@@H](C(=O)O)[NH3+]